C1(CC1)C1=CC(=NN1)NC1=NC(=NC=C1)N1CC(CCC1)C(C)(NC)C N-(5-Cyclopropyl-1H-pyrazol-3-yl)-2-[3-[1-methyl-1-(methylamino)ethyl]-1-piperidyl]pyrimidin-4-amine